FC(C(=O)O)(F)F.CNCCOC=1C(=NC=CC1)CC=1C(=NC(=CN1)C=1C=CC=2N(C1)C(=CN2)C)C(=O)N (3-(2-(methylamino)ethoxy)pyridin-2-ylmethyl)-6-(3-methylimidazo[1,2-a]pyridin-6-yl)pyrazine-2-carboxamide 2,2,2-trifluoroacetate